COC(=O)C=1C=2C=CNC2C(=CC1Cl)C(NCC1=CC(=CC=C1)OC)=O 5-chloro-7-((3-methoxybenzyl)carbamoyl)-1H-indole-4-carboxylic acid methyl ester